(2S)-4-(2-chloro-6-((5-fluoro-1-(methoxycarbonyl)-7-methyl-1,2,3,4-Tetrahydronaphthalen-1-yl)methyl)-5-nitropyrimidin-4-yl)-2-(cyanomethyl)piperazine-1-carboxylate ClC1=NC(=C(C(=N1)N1C[C@@H](N(CC1)C(=O)[O-])CC#N)[N+](=O)[O-])CC1(CCCC2=C(C=C(C=C12)C)F)C(=O)OC